1-(2-(3,8-diazabicyclo[3.2.1]octan-3-yl)-7-(thiazol-2-yl)benzo[d]oxazol-4-yl)-2,2,2-trifluoroethane-1,1-diol C12CN(CC(CC1)N2)C=2OC1=C(N2)C(=CC=C1C=1SC=CN1)C(C(F)(F)F)(O)O